benzyl (2R,3S)-3-((N,N-dimethylsulfamoyl)(4-methoxybenzyl)amino)-2-(((triethylsilyl)oxy)methyl)pyrrolidine-1-carboxylate CN(S(=O)(=O)N([C@@H]1[C@@H](N(CC1)C(=O)OCC1=CC=CC=C1)CO[Si](CC)(CC)CC)CC1=CC=C(C=C1)OC)C